3-[6-(5-chloro-2-fluorophenyl)-2H,3H,4H-pyrido[3,2-b][1,4]oxazin-8-yl]-5-methoxypyridine ClC=1C=CC(=C(C1)C=1C=C(C=2OCCNC2N1)C=1C=NC=C(C1)OC)F